1-amino-N-[3-(4-chlorobenzoyl)-4,5-dimethyl-2-thienyl]cyclopropanecarboxamide NC1(CC1)C(=O)NC=1SC(=C(C1C(C1=CC=C(C=C1)Cl)=O)C)C